CNCCC1=CNC2=CC=CC=C21 methyltryptamine